C(CCCCCCCCCCCCCCCCCCCC)N heneicosanamine